2-amino-5-{(3R)-1-[(1S)-1-(1H-imidazol-2-yl)propyl]-5',6'-dihydrospiro[pyrrolidine-3,4'-pyrrolo[1,2-b]pyrazol]-2'-yl}nicotinonitrile NC1=C(C#N)C=C(C=N1)C=1C=C2N(N1)CC[C@]21CN(CC1)[C@@H](CC)C=1NC=CN1